BrC=1C=C(C=CC1)C(COC=1C(=NC=CC1)I)=O 1-(3-bromophenyl)-2-((2-iodopyridin-3-yl)oxy)ethan-1-one